boraaza-fluoranthene B1=NC=C2C=CC=C3C4=CC=CC=C4C1=C23